racemic-1-(methylamino)-1,2,4,5-tetrahydropyrano[3,4-c]isoquinolin-6-one CN[C@H]1COCC=2NC(C=3C=CC=CC3C21)=O |r|